CN([C@H](C(=O)O)C)C(=O)OC(C)(C)C (S)-2-[methyl-[(2-methylpropan-2-yl)oxycarbonyl]amino]propanoic acid